Cl.N1=NC(C(C)C)OC1C(C)C azo-diisobutyl ether hydrochloride